BrCCCCOC1=CC=C(C=C1)C(C=CC1=CC=CC=C1)=O 1-(4-(4-bromobutoxy)phenyl)-3-phenyl-2-propen-1-one